2,2,6,6-tetramethyl-4-piperidinyl-1,3-benzenedicarboxamide CC1(C(C(C=C(C1C(=O)N)N1CCCCC1)(C)C)C(=O)N)C